Ethyl 2-(4-bromo-2-fluorophenyl)-2-hydroxyacetate BrC1=CC(=C(C=C1)C(C(=O)OCC)O)F